COC(=O)C=1NC(=CC1)C1=C(C=CC(=C1)[N+](=O)[O-])OC1=CC(=C(C=C1)C1=CC=CC=C1)C 5-{2-[(3-methyl-4-phenylphenyl)oxy]-5-nitrophenyl}-1H-pyrrole-2-carboxylic acid methyl ester